COCC1(CCC1)N1C=C(C=C1)C(=O)O 1-[1-(methoxymethyl)cyclobutyl]pyrrole-3-carboxylic acid